NC=1SC(=C(N1)C=1C=C(C#N)C=CC1)C=1C=CC=2N(C1)C=CN2 3-(2-amino-5-imidazo[1,2-a]pyridin-6-yl-thiazol-4-yl)benzonitrile